(2S)-2-(4,4-difluoro-3-(6-(hydroxymethyl)-5-methoxypyrazin-2-yl)piperidin-1-yl)-N-((R)-5-(3,5-difluorophenyl)-6,7-dihydro-5H-pyrrolo[1,2-a]imidazol-2-yl)propanamide FC1(C(CN(CC1)[C@H](C(=O)NC=1N=C2N(C1)[C@H](CC2)C2=CC(=CC(=C2)F)F)C)C2=NC(=C(N=C2)OC)CO)F